β-mercaptoheptanol SC(CO)CCCCC